C(C(C)C)P(CCO)CCO isobutyl-bis(hydroxyethyl)phosphine